Cl.CNC(C)C N-methylpropan-2-amine hydrochloride